2,6-dimethyl-4-(6-((R)-3-methylmorpholino)-3-(1H-pyrazol-5-yl)imidazo[1,2-b]pyridazin-8-yl)morpholine CC1CN(CC(O1)C)C=1C=2N(N=C(C1)N1[C@@H](COCC1)C)C(=CN2)C2=CC=NN2